CC1=C(C=C(C=C1)N1CCN(CC1)CCC)O 2-methyl-5-(4-propylpiperazin-1-yl)phenol